2-[(3-fluorophenyl)methylamino]-1-(3-pyridyl)ethanol FC=1C=C(C=CC1)CNCC(O)C=1C=NC=CC1